C1(=CC=CC=C1)NC[Si](OC)(OC)OC phenylaminomethyl-trimethoxysilane